ClC1=CC=C(C=C1)S(=NC(=O)C1=NC=C(C=N1)C1=NOC(=N1)C(F)(F)F)(=O)C N-((4-chlorophenyl)(methyl)(oxo)-λ6-sulfaneylidene)-5-(5-(trifluoromethyl)-1,2,4-oxadiazol-3-yl)pyrimidine-2-carboxamide